(1R,3R,4R)-4-((5-chloro-4-(4-fluoro-1-isopropyl-2-methyl-1H-benzo[d]imidazol-6-yl)pyrimidin-2-yl)amino)cyclohexane-1,3-diol ClC=1C(=NC(=NC1)N[C@H]1[C@@H](C[C@@H](CC1)O)O)C=1C=C(C2=C(N(C(=N2)C)C(C)C)C1)F